ClC1=C(C=C(C=2C([C@@]3([C@@H](CC(C=C3OC)=O)C)OC21)=O)OC)C(=O)NNC([C@H](C)OC)=O (2S,5'R)-7-chloro-1',4-dimethoxy-N'-[(2S)-2-methoxypropanoyl]-5'-methyl-3,3'-dioxo-spiro[benzofuran-2,6'-cyclohexene]-6-carbohydrazide